ClC1=C(C=C(C=C1)N1C([C@@H]2N(CCNC2)CC1)=O)C(F)(F)F (R)-8-(4-Chloro-3-(trifluoromethyl)phenyl)-9-oxooctahydro-2H-pyrazino[1,2-a]pyrazin